indazole-3-carboxamide tert-butyl-rac-(2R,5S)-2-[4-[2-(dimethylamino)ethyl]phenyl]-5-methyl-piperidine-1-carboxylate C(C)(C)(C)OC(=O)N1[C@H](CC[C@@H](C1)C)C1=CC=C(C=C1)CCN(C)C.N1N=C(C2=CC=CC=C12)C(=O)N |r|